[2,5-bis(propan-2-yl)thiophen-3-yl]Acetyl chloride CC(C)C=1SC(=CC1CC(=O)Cl)C(C)C